N-(3-(2-chloro-5-fluorophenyl)-1-oxo-2,3-dihydro-1H-pyrrolo[3,4-f]quinolin-4-yl)-9H-carbazole-9-carboxamide ClC1=C(C=C(C=C1)F)C1NC(C2=C3C=CC=NC3=CC(=C21)NC(=O)N2C1=CC=CC=C1C=1C=CC=CC21)=O